CC=1N=NC=C(C1C(C)=O)C 1-(3,5-dimethylpyridazin-4-yl)ethanone